ClC=1C=C2C(=CN=C(C2=CN1)N1CC(C1)C(=O)O)C(C)C 1-(6-chloro-4-isopropyl-2,7-naphthyridin-1-yl)azetidine-3-carboxylic acid